1-(5,7-dichloro-8-fluoro-2-(methylthio)pyrido[4,3-d]pyrimidin-4-yl)azepin-4-ol ClC1=NC(=C(C=2N=C(N=C(C21)N2C=CC(=CC=C2)O)SC)F)Cl